ClC1=CC=C(C=C1)C1=CC(NC1=C)=O 4-(4-chlorophenyl)-5-methylene-pyrrol-2-one